C1(=CC=C(C=C1)CCCO)C 3-(p-tolyl)propan-1-ol